1-(2-(dimethylamino)ethyl)-1H-indole-6-carboxylic acid CN(CCN1C=CC2=CC=C(C=C12)C(=O)O)C